iron-manganese-copper-tungsten [W].[Cu].[Mn].[Fe]